3-chloropropanoic acid ClCCC(=O)O